(R)-(6-((dimethylamino)methyl)-5-(tetrahydrofuran-3-yl)pyridin-2-yl)carbamic acid tert-butyl ester C(C)(C)(C)OC(NC1=NC(=C(C=C1)[C@@H]1COCC1)CN(C)C)=O